(8-methyl-7-oxo-5-[2-(triisopropylsilyl)ethynyl]pyrido[2,3-d]pyrimidin-2-ylamino)-2-(4-methylpiperazin-1-yl)benzenesulfonamide CN1C(C=C(C2=C1N=C(N=C2)NC=2C(=C(C=CC2)S(=O)(=O)N)N2CCN(CC2)C)C#C[Si](C(C)C)(C(C)C)C(C)C)=O